S1C2=C(C=C1)C(=CC=C2)N2CCN(CC2)CCCCOC2=CC=C1C(CC(N(C1=C2)COC(=O)C2NCCC2)=O)(C)C Pyrrolidine-2-carboxylic acid 7-[4-(4-benzo[b]thiophen-4-ylpiperazin-1-yl)butoxy]-4,4-dimethyl-2-oxo-3,4-dihydro-2H-quinolin-1-ylmethyl ester